1-(2-(2-benzylthiazol-4-yl)-2-oxoethyl)-5-ethynylpyridin-2(1H)-one C(C1=CC=CC=C1)C=1SC=C(N1)C(CN1C(C=CC(=C1)C#C)=O)=O